benzyl (2S)-2-{[(tert-butoxy)carbonyl]amino}-5-(2-nitro-1H-imidazol-1-yl)pentanoate C(C)(C)(C)OC(=O)N[C@H](C(=O)OCC1=CC=CC=C1)CCCN1C(=NC=C1)[N+](=O)[O-]